3-T-BUTYL-5-CARBOXYPHENYLBORONIC ACID C(C)(C)(C)C=1C=C(C=C(C1)C(=O)O)B(O)O